FC1=C(C=CC=C1C(F)(F)F)C(C)NC1=NC(=NC2=CC(=C(C=C12)OCC1(CC1)CNC)OC)C N-(1-(2-fluoro-3-(trifluoromethyl)phenyl)ethyl)-7-methoxy-2-methyl-6-((1-((methylamino)methyl)cyclopropyl)methoxy)quinazolin-4-amine